(R)-1-(p-tolyl)ethyl (2R,6S)-2,6-dimethyl-4-(6-(1-methyl-1H-pyrazol-4-yl)pyrazolo[1,5-a]pyridin-3-yl)piperazine-1-carboxylate C[C@H]1N([C@H](CN(C1)C=1C=NN2C1C=CC(=C2)C=2C=NN(C2)C)C)C(=O)O[C@H](C)C2=CC=C(C=C2)C